tert-butyl N-[2-(3-cyclopropyl-4,5-dihydroisoxazol-5-yl)-5-ethylsulfonyl-1-methyl-imidazol-4-yl]carbamate C1(CC1)C1=NOC(C1)C=1N(C(=C(N1)NC(OC(C)(C)C)=O)S(=O)(=O)CC)C